6-chloro-N-(2-fluoro-3-methyl-4-((1-methyl-1H-benzo[d]imidazole-5-yl)oxy)phenyl)pyrido[3,2-d]pyrimidin-4-amine ClC=1C=CC=2N=CN=C(C2N1)NC1=C(C(=C(C=C1)OC1=CC2=C(N(C=N2)C)C=C1)C)F